N-[(5-amino-1,3,4-oxadiazol-2-yl)methyl]-2-[2-chloro-5-(1H-imidazol-4-yl)phenyl]sulfanyl-N-[(4-cyano-2-fluoro-phenyl)methyl]acetamide NC1=NN=C(O1)CN(C(CSC1=C(C=CC(=C1)C=1N=CNC1)Cl)=O)CC1=C(C=C(C=C1)C#N)F